IC=1C=C(C[C@H](N)C(=O)O)C=C(C1OC1=CC=C(C=C1)O)I 3,5-diiodo-thyronine